CN1C(=C(C=C1C)C(=O)O)C1=NC=CC=C1OC(F)(F)F 1,5-dimethyl-2-(3-(trifluoromethoxy)pyridine-2-yl)-1H-pyrrole-3-carboxylic acid